NCC#CC=1C=C(C=NC1)NC1C(NC(CC1)=O)=O 3-((5-(3-aminoprop-1-yn-1-yl)pyridin-3-yl)amino)piperidine-2,6-dione